(4-amino-2-fluorophenoxy)-1,3-dihydro-2H-imidazo[4,5-b]pyridin-2-one NC1=CC(=C(ON2C(NC3=NC=CC=C32)=O)C=C1)F